N-[(9-methyl-beta-carbolin-1-yl)methyl]-beta-carbolin-1-amine CN1C2=CC=CC=C2C=2C=CN=C(C12)CNC1=NC=CC=2C3=CC=CC=C3NC12